3-(2-chloro-3-(2-oxo-2H-[1,2'-bipyridin]-5'-yl)phenyl)piperidine-2,6-dione ClC1=C(C=CC=C1C=1C=CC(=NC1)N1C(C=CC=C1)=O)C1C(NC(CC1)=O)=O